C(C1=CC=CC=C1)N1C2C(C2C=CC1=O)(C(=O)OCC)C1=CC=C(C=C1)C(=O)OCC ethyl 2-benzyl-7-(4-ethoxycarbonylphenyl)-3-oxo-2-azabicyclo[4.1.0]hept-4-ene-7-carboxylate